bis(1,3-bis((2-methyloctanoyl)oxy)propan-2-yl) 5-((4-(dimethylamino)butanoyl)oxy)nonanedioate CN(CCCC(=O)OC(CCCC(=O)OC(COC(C(CCCCCC)C)=O)COC(C(CCCCCC)C)=O)CCCC(=O)OC(COC(C(CCCCCC)C)=O)COC(C(CCCCCC)C)=O)C